ClC1=CC=2C(=NN(N2)C2=C(C(=CC(=C2)C(C)(C)C)C(C)(C)C)O)C=C1 5-chloro-2-(2-hydroxy-3,5-di-tert-butylphenyl)-2H-benzotriazole